5-bromo-1-((5-(3-fluoro-5-methoxyphenyl)pyrazin-2-yl)methyl)-1H-indazole-7-carboxylic acid methyl ester COC(=O)C=1C=C(C=C2C=NN(C12)CC1=NC=C(N=C1)C1=CC(=CC(=C1)OC)F)Br